N1C[C@H](CCC1)C(=O)N (S)-3-piperidineformamide